OC1=C(C(=O)C2=C(C=C(C=C2)OC)OC)C=CC(=C1)O 2,4-dihydroxy-2',4'-dimethoxybenzophenone